3-(3,5-dimethylisoxazol-4-yl)-4-[2-[(1S,4S)-2-oxa-5-azabicyclo[2.2.1]heptan-5-yl]ethoxy]aniline CC1=NOC(=C1C=1C=C(N)C=CC1OCCN1[C@@H]2CO[C@H](C1)C2)C